N-[(1S)-1-[(1R)-6-(1-cyclopropylpyrazol-4-yl)indan-1-yl]-2-[4-(3,5-dimethyl-1H-pyrazol-4-yl)anilino]-2-oxo-ethyl]-2-methyl-pyrazole-3-carboxamide C1(CC1)N1N=CC(=C1)C1=CC=C2CC[C@H](C2=C1)[C@@H](C(=O)NC1=CC=C(C=C1)C=1C(=NNC1C)C)NC(=O)C=1N(N=CC1)C